aluminum-magnesium-silicon [Si].[Mg].[Al]